N-(2-(4-fluoro-5-methoxy-1H-indol-3-yl)ethyl)-N-isopropylpropan-2-amine fumarate C(\C=C\C(=O)O)(=O)O.FC1=C2C(=CNC2=CC=C1OC)CCN(C(C)C)C(C)C